C[C@H]1CC[C@@H](N(C1)C(C(=O)OCC(F)(F)F)=O)C1=CC=C(C=C1)OC1CCN(CC1)C 2,2,2-trifluoroethyl 2-((2R,5S)-5-methyl-2-(4-((1-methylpiperidin-4-yl)oxy)phenyl)piperidin-1-yl)-2-oxoacetate